C(#N)CC1(CN(C1)C1=CC(=C(C(=O)N[C@H](C(F)(F)F)C)C=C1F)F)N1N=CC(=C1)C=1C2=C(N=CN1)NC=C2 4-{3-(cyanomethyl)-3-[4-(7H-pyrrolo[2,3-d]pyrimidin-4-yl)-1H-pyrazol-1-yl]azetidin-1-yl}2,5-difluoro-N-[(1S)-2,2,2-trifluoro-1-methylethyl]benzamide